2-(5-chloro-1-tetrahydropyran-2-yl-pyrazolo[3,4-b]pyridin-4-yl)acetic acid ClC=1C(=C2C(=NC1)N(N=C2)C2OCCCC2)CC(=O)O